C(C)C1=C(C(=C(C(=C1CC)OCCCC)C)CC)O 2,3,6-triethyl-5-methyl-4-butoxyphenol